O(CC(=O)O)CC(=O)O oxodiacetic acid